C(C)(C)(C)N1C[C@@H](N(C[C@@H]1C)C1=C(C(=NC2=C(C(=NC=C12)Cl)F)O)[N+](=O)[O-])C (3s,6s)-1-tert-butyl-3-methyl-4-(7-chloro-8-fluoro-2-hydroxy-3-nitro-1,6-naphthyridin-4-yl)-6-methylpiperazine